P(=O)(OC[C@H]1O[C@@]([C@@H]([C@@H]1O)O)(C#N)C1=CC=C2C(=NC=NN21)N)(OC[C@@H](COCCCCCCCCCCCCCCCC)OCC2=CC=C(C=C2)OC)O ((2R,3s,4R,5R)-5-(4-aminopyrrolo[2,1-f][1,2,4]triazin-7-yl)-5-cyano-3,4-dihydroxytetrahydrofuran-2-yl)methyl ((R)-3-(hexadecyloxy)-2-((4-methoxybenzyl)oxy)propyl) hydrogen phosphate